NC=1C=C(C=CC1C)C1=NC2=C(N1)C=C(C=C2)C(C#N)(C)C 2-(2-(3-amino-4-methylphenyl)-1H-benzo[d]imidazol-6-yl)-2-methylpropanenitrile